5-xylylmagnesium bromide C1=C(C(=CC(=C1)[Mg]Br)C)C